(R)-methyl-((6-(2-methylpyrrolidin-1-yl)-1-oxo-2,3-dihydro-1H-pyrrolo[3,4-c]pyridin-4-yl)methyl)carbamic acid tert-butyl ester C(C)(C)(C)OC(N(CC1=NC(=CC2=C1CNC2=O)N2[C@@H](CCC2)C)C)=O